2-[(2-chloro-3-fluoro-benzoyl)amino]-4-[2-(difluoromethoxy)ethyl-[4-(5,6,7,8-tetrahydro-1,8-naphthyridin-2-yl)butyl]amino]butanoic acid ClC1=C(C(=O)NC(C(=O)O)CCN(CCCCC2=NC=3NCCCC3C=C2)CCOC(F)F)C=CC=C1F